FC1=CC=C(C=C1)C1=C(C(C2=CC=CC=C2)(C2=CC=CC=C2)SC(C2=C(C=CC=C2)C2=CC=C(C=C2)F)(C2=CC=CC=C2)C2=CC=CC=C2)C=CC=C1 4-fluorophenyltrityl sulfide